FC1=CC(=C(C=C1)N1CN(C(C2=CC(=C(C=C12)C(F)(F)F)C#N)=O)C=1C(=NC(=CC1)OC)C)C 1-(4-fluoro-2-methylphenyl)-3-(6-methoxy-2-methylpyridin-3-yl)-4-oxo-7-(trifluoromethyl)-1,2,3,4-tetra-hydroquinazoline-6-carbonitrile